4-{3-[1-(2-phenyl-cyclopropylcarbamoyl)-piperidin-4-ylidenemethyl]-phenoxy}-benzoic acid C1(=CC=CC=C1)C1C(C1)NC(=O)N1CCC(CC1)=CC=1C=C(OC2=CC=C(C(=O)O)C=C2)C=CC1